N-(4-(7-(2-cyanoacetamido)-1H-indol-3-yl)-6-methoxypyridin-2-yl)cyclopropanecarboxamide C(#N)CC(=O)NC=1C=CC=C2C(=CNC12)C1=CC(=NC(=C1)OC)NC(=O)C1CC1